N-(3-methylbutan-2-yl)nonane-1,9-diamine CC(C(C)NCCCCCCCCCN)C